C1(CC1)C1=NC=NC(=C1C1=NC(=C2N=CN(C2=N1)C1OCCCC1)NCC1=CC=C(C=C1)C=1C=NC=CC1)OC 2-(4-cyclopropyl-6-methoxypyrimidin-5-yl)-N-(4-(pyridin-3-yl)benzyl)-9-(tetrahydro-2H-pyran-2-yl)-9H-purin-6-amine